(6-chloro-3-methylthieno[2,3-b]pyridin-2-yl)(3,3-difluorocyclobutyl)methanol ClC1=CC=C2C(=N1)SC(=C2C)C(O)C2CC(C2)(F)F